BrC1=CC(=C(CNC(OC(C)(C)C)=O)C(=C1)OC)Cl tert-butyl 4-bromo-2-chloro-6-methoxybenzylcarbamate